2-(2H-benzotriazol-2-yl)-6-decyl-4-undecylphenol N=1N(N=C2C1C=CC=C2)C2=C(C(=CC(=C2)CCCCCCCCCCC)CCCCCCCCCC)O